FC1(CC(C1)OC=1C2=C(C(=NC1)C(F)(F)F)C1([C@@H]([C@H]2OC(C2=CC=C(C=C2)[N+](=O)[O-])=O)F)OCCO1)F [(5'S,6'R)-4'-(3,3-difluorocyclobutoxy)-6'-fluoro-1'-(trifluoromethyl)spiro[1,3-dioxolane-2,7'-5,6-dihydrocyclopenta[c]pyridine]-5'-yl]4-nitrobenzoate